3-[5-(3-Aminopropyl)-3-methyl-2-oxo-benzimidazol-1-yl]piperidine-2,6-dione NCCCC1=CC2=C(N(C(N2C)=O)C2C(NC(CC2)=O)=O)C=C1